C1(CCCCC1)C(C)(C)OC(=O)C1=CC=C(C=C1)C1C2C=CC(C1)C2 5-(4-(2-cyclohexyl-2-propoxycarbonyl)phenyl)-bicyclo[2.2.1]Hept-2-ene